2-(3-chloro-2-methoxy-5-methylpyridin-4-yl)-6-(4-ethyl-3-(hydroxymethyl)-5-oxo-4,5-dihydro-1H-1,2,4-triazole-1-yl)-7-fluoro-4-isopropylisoquinolin-1(2H)-one ClC=1C(=NC=C(C1N1C(C2=CC(=C(C=C2C(=C1)C(C)C)N1N=C(N(C1=O)CC)CO)F)=O)C)OC